tetratriacontyl tetracos-15-enoate C(CCCCCCCCCCCCCC=CCCCCCCCC)(=O)OCCCCCCCCCCCCCCCCCCCCCCCCCCCCCCCCCC